3-amino-N-[(6S)-2-[(3S,4R)-4-amino-3-(methoxymethyl)-3-methylpyrrolidin-1-yl]-5,6,7,8-tetrahydroquinolin-6-yl]-6-methylthieno[2,3-b]pyridine-2-carboxamide NC1=C(SC2=NC(=CC=C21)C)C(=O)N[C@@H]2CC=1C=CC(=NC1CC2)N2C[C@]([C@H](C2)N)(C)COC